N-[(1R,3S)-3-{[6-chloro-2-(trifluoromethyl)quinolin-4-yl]amino}cyclohexyl]-1-(2,2-difluoroethyl)-1H-pyrazole-4-carboxamide ClC=1C=C2C(=CC(=NC2=CC1)C(F)(F)F)N[C@@H]1C[C@@H](CCC1)NC(=O)C=1C=NN(C1)CC(F)F